C(C)C1(OCCO1)OC 2-Ethyl-2-methoxy-1,3-dioxolan